ClC=1C(=NC(=NC1)NC1=C(C=C2CCN(CC2=C1)C)OC)N1CC(C2=CC=C(C=C12)OC)C(=O)O 1-(5-chloro-2-((6-methoxy-2-methyl-1,2,3,4-tetrahydroisoquinolin-7-yl)amino)pyrimidin-4-yl)-6-methoxyindoline-3-carboxylic acid